Hydroxyacetophenon OCC(=O)C1=CC=CC=C1